5,7-dichloro-3-(3-methoxyphenylethynyl)benzisothiazole-6-carboxylic acid ClC=1C(=C(C2=C(C(=NS2)C#CC2=CC(=CC=C2)OC)C1)Cl)C(=O)O